C(C)(C)(C)O/C(/NC(C)C)=N/C(C)C.CC1(O[C@H]2[C@H]([C@H](OC=C2)CO[Si](C(C)C)(C(C)C)C(C)C)O1)C (((3aR,4R,7aR)-2,2-dimethyl-3a,7a-dihydro-4H-[1,3]dioxolo[4,5-c]pyran-4-yl)methoxy)triisopropylsilane tert-butyl-(E)-N,N'-diisopropylcarbamimidate